Br.Br.C1(CCCCC1)N\C(=N/C1CCCCC1)\SCC1=C(C=C(C=C1)Br)CSC(NC1CCCCC1)=NC1CCCCC1 (4-Bromo-1,2-phenylene)bis(methylene) (E,E)-bis(N,N'-dicyclohexylcarbamimidothioate) dihydrobromide